S(=O)(=O)(O)O.C(=C)N1C=NC=C1 3-vinylimidazole hydrogen sulfate salt